NC1(CC1)C#CC=1C=C(C=2N(C1)N=CC2C#N)C=2C=CC(=NC2)N2CCC(CC2)(C)NC(=O)C2=NC=CC=C2CCl N-(1-(5-(6-((1-aminocyclopropyl)ethynyl)-3-cyanopyrazolo[1,5-a]pyridin-4-yl)pyridin-2-yl)-4-methylpiperidin-4-yl)-3-chloromethyl-pyridineamide